(2S,3R)-2-(3-chloro-2-fluorobenzyl)-4,4-difluoro-3-(methylsulfonyl)pyrrolidine-1-carboxylic acid tert-butyl ester C(C)(C)(C)OC(=O)N1[C@H]([C@H](C(C1)(F)F)S(=O)(=O)C)CC1=C(C(=CC=C1)Cl)F